ethyl 1-[3-(1-isopropyl-3,5-dimethyl-pyrazol-4-yl)pyrazolo[1,5-a]pyridin-5-yl]-3-methoxy-pyrazole-4-carboxylate C(C)(C)N1N=C(C(=C1C)C=1C=NN2C1C=C(C=C2)N2N=C(C(=C2)C(=O)OCC)OC)C